2-((6-Methoxynaphthalen-2-yl)ethynyl)benzonitrile COC=1C=C2C=CC(=CC2=CC1)C#CC1=C(C#N)C=CC=C1